CS(=O)(=O)N1CCN(CC1)CC(C(=O)O)=C 2-((4-(methylsulfonyl)piperazin-1-yl)methyl)acrylic acid